8-chloro-4-phenyl-3-(phenylsulfonyl)quinoline ClC=1C=CC=C2C(=C(C=NC12)S(=O)(=O)C1=CC=CC=C1)C1=CC=CC=C1